4-(tert-butylcarbonyl(methyl)amino)butyric acid C(C)(C)(C)C(=O)N(CCCC(=O)O)C